4-bromo-N-(1,1-dimethylsilinan-4-yl)-6-(trifluoromethyl)-1H-indole-2-carboxamide BrC1=C2C=C(NC2=CC(=C1)C(F)(F)F)C(=O)NC1CC[Si](CC1)(C)C